IC=1C=NN2C1N=C(C(=C2)OC)N2CCN(CC2)C(=O)OC(C)(C)C tert-butyl 4-(3-iodo-6-methoxy-pyrazolo[1,5-a]pyrimidin-5-yl)piperazine-1-carboxylate